ClC=1SC=CC1C1CC2(C1)NC(N(C2=O)C2=CN=CC1=CC=CC=C21)=O 2-(2-chlorothien-3-yl)-7-(isoquinolin-4-yl)-5,7-diazaspiro[3.4]octane-6,8-dione